1-amino-2-(4-bromophenoxy)-4-hydroxy-9,10-anthracenedione NC1=C(C=C(C=2C(C3=CC=CC=C3C(C12)=O)=O)O)OC1=CC=C(C=C1)Br